methoxy-5-[[2-[(2R,5S)-5-methyl-2-(6-methyl-3-pyridyl)-1-piperidyl]-2-oxo-acetyl]amino]pyridine-3-carboxamide COC1=NC=C(C=C1C(=O)N)NC(C(=O)N1[C@H](CC[C@@H](C1)C)C=1C=NC(=CC1)C)=O